C(C)(C)(C)OC(=O)N1CCN(CC1)NC(C1=CC=C(C=C1)CN(C(=O)C=1C=CC2=C(OCC(N2)=O)C1)C1CC1)=O 4-(4-((N-cyclopropyl-3-oxo-3,4-dihydro-2H-benzo[b][1,4]oxazine-7-carboxamido)methyl)benzamido)piperazine-1-carboxylic acid tert-butyl ester